ClC1=NC=C(C(=C1)N[C@H](CCOC1=C(C=NN1C)C1=NC(=CC(=N1)N)C)C)C#CC=1C=NN(C1)C (S)-2-(5-(3-((2-Chloro-5-((1-methyl-1H-pyrazol-4-yl)ethynyl)pyridin-4-yl)amino)butoxy)-1-methyl-1H-pyrazol-4-yl)-6-methylpyrimidin-4-amine